C(C)(C)(C)OC(=O)O[C@@H]1[C@H]([C@H](N(C1)C(=O)OC(C)(C)C)CC1=CC=C(C=C1)OC)OC(NCC=1N=NNN1)=O tert-butyl (2R,3S,4S)-4-[(tert-butoxy carbonyl)oxy]-2-[(4-methoxyphenyl)methyl]-3-{[(2H-1,2,3,4-tetrazol-5-ylmethyl)carbamoyl]oxy}pyrrolidine-1-carboxylate